C(#N)C1=CC(=NC2=CC(=CC=C12)NC(OC(C)(C)C)=O)[C@@H]1[C@H](C1)C1=NC=CC(=N1)C |r| rac-tert-butyl (4-cyano-2-((1S*,2S*)-2-(4-methylpyrimidin-2-yl)cyclopropyl)quinolin-7-yl)carbamate